ClC=1C=2N(C=CN1)C(=CN2)C=2C(=NN(C2)C(C2=CC=CC=C2)(C2=CC=CC=C2)C2=CC=CC=C2)Cl 8-chloro-3-(3-chloro-1-trityl-1H-pyrazol-4-yl)imidazo[1,2-a]pyrazine